ClC1=CC=C(C=C1)C(=O)C1=C(N=CN1COCC[Si](C)(C)C)CC (4-chlorophenyl)(4-ethyl-1-((2-(trimethylsilyl)ethoxy)methyl)-1H-imidazol-5-yl)methanone